8-[1-(1-Oxo-but-2-ynyl)-piperidin-4-yl]-2-(4-phenoxy-phenyl)-5,6,7,8-tetrahydro-imidazo[1,2-b]pyridazine-3-carboxamide O=C(C#CC)N1CCC(CC1)C1C=2N(NCC1)C(=C(N2)C2=CC=C(C=C2)OC2=CC=CC=C2)C(=O)N